C(C)(C)(C)OC(=O)N1CCN(CC1)CCN1C2=C(C3=CC=C(C=C13)O)C=CN=C2C(F)(F)F 4-(2-(7-hydroxy-1-(trifluoromethyl)-9H-pyrido[3,4-b]indol-9-yl)ethyl)piperazine-1-carboxylic acid tert-butyl ester